5-Cholestene-3β,22[R]-diol C[C@@H]([C@H]1CC[C@@H]2[C@@]1(CC[C@H]3[C@H]2CC=C4[C@@]3(CC[C@@H](C4)O)C)C)[C@H](CCC(C)C)O